2-[4-[(E)-3-(4-Butoxy-3-methoxyphenyl)prop-2-enoyl]phenoxy]acetic acid C(CCC)OC1=C(C=C(C=C1)/C=C/C(=O)C1=CC=C(OCC(=O)O)C=C1)OC